N1C(=NC2=C1C=CC=C2)C2=C(C(=CC=C2)Cl)C=2C(=CC(=CC2)C(N[C@@H](CCC)C2=C(C=C(C=C2)Cl)OC)=O)C(=O)O (S)-2'-(1H-1,3-benzodiazol-2-yl)-6'-chloro-4-{[1-(4-chloro-2-methoxyphenyl)butyl]carbamoyl}-[1,1'-biphenyl]-2-carboxylic acid